O=C1NC(CC[C@@H]1NC(=O)C1=COC2=C1C=CC=C2)=O N-[(3S)-2,6-dioxo-3-piperidinyl]-benzofuran-3-carboxamide